1-((3',4'-dichloro-[1,1'-biphenyl]-4-yl)amino)-1-oxohexane ClC=1C=C(C=CC1Cl)C1=CC=C(C=C1)NC(CCCCC)=O